Cl.NCC=1C(NC(=CC1SC)Cl)=O 3-(aminomethyl)-6-chloro-4-(methylthio)pyridin-2(1H)-one hydrochloride